N-(1-phenylethyl)piperidine-4-carboxamide compound with 2,2,2-trifluoroacetaldehyde FC(C=O)(F)F.C1(=CC=CC=C1)C(C)NC(=O)C1CCNCC1